C(C1=CC=CC=C1)N1CC2C(C1)C(CC2)NS(=O)C(C)(C)C N-(2-benzyl-octahydrocyclopenta[c]pyrrol-4-yl)-2-methylpropan-2-sulfinamide